bis(4-aminophenyl)-N,N'-dimethyl-1,4-phenylenediamine NC1=CC=C(C=C1)N(C1=CC=C(C=C1)N(C)C1=CC=C(C=C1)N)C